tert-butyl ((1S,3r)-3-((R)-2-amino-3-hydroxy-2-methylpropyl)cyclobutyl)carbamate N[C@](CC1CC(C1)NC(OC(C)(C)C)=O)(CO)C